Methyl 2-(4-(6-bromo-3,5-difluoropyridin-2-yl)-2-fluorobenzyl)-1-(2-methoxyethyl)-1H-benzo[d]imidazole-6-carboxylate BrC1=C(C=C(C(=N1)C1=CC(=C(CC2=NC3=C(N2CCOC)C=C(C=C3)C(=O)OC)C=C1)F)F)F